8-methyl-6-(tetrahydro-furan-3-ylmethoxy)-2-thieno[2,3-c]pyridin-5-yl-3H-quinazolin-4-one CC=1C=C(C=C2C(NC(=NC12)C=1C=C2C(=CN1)SC=C2)=O)OCC2COCC2